CC1=C(C=CC(=C1)C(NC)=O)N1CCN(CC1)CC=1C=C2NC(C=3N(C2=C(C1)F)N=CC3)=O 7-((4-(2-methyl-4-(methylcarbamoyl)phenyl)piperazin-1-yl)methyl)-9-fluoropyrazolo[1,5-a]quinoxalin-4(5H)-one